C(C)(C)(C)C1=CC=C(C=C1)C(C)(C)C 1,4-di-tertiarybutylbenzene